5-fluoro-2-hydroxy-N-(2-hydroxyethyl)-N-isopropylbenzamide FC=1C=CC(=C(C(=O)N(C(C)C)CCO)C1)O